2-methyl-5-(4-methylpiperazin-1-yl)benzoic acid methyl ester COC(C1=C(C=CC(=C1)N1CCN(CC1)C)C)=O